phosphoglycerol citrate Choline OCC[N+](C)(C)C.C(CC(O)(C(=O)[O-])CC(=O)[O-])(=O)[O-].P(=O)(O)(O)OCC(O)CO.OCC[N+](C)(C)C.OCC[N+](C)(C)C